ClC1=C(C=C(C(=C1)N)Cl)N 2,5-dichlorobenzene-1,4-diamine